C(CCCCCCCCC\C=C\C=C)=O E-11,13-tetradecadienal